5-chloro-2-(4-{[(4R)-3,3-dimethyloxazin-4-yl]amino}pyrido[3,4-d]pyridazin-1-yl)phenol ClC=1C=CC(=C(C1)O)C1=C2C(=C(N=N1)N[C@H]1C(NOC=C1)(C)C)C=NC=C2